((4S,5S)-5-(2-aminophenyl)-2,2-diethyl-1,3-dioxolan-4-yl)methyl sulfamate S(N)(OC[C@@H]1OC(O[C@H]1C1=C(C=CC=C1)N)(CC)CC)(=O)=O